[C@@H]1([C@@H](CCCC1)N)N (1R,2R)-(+)-1,2-cyclohexanediamine